C(C1=CC=CC=C1)OC=1C=C(C=CC1OC)/C=C/C(=O)C1=CC=CC=C1 (E)-3-(3-(benzyloxy)-4-methoxyphenyl)-1-phenylprop-2-en-1-one